N-(1-(4-fluorobenzyl)-2-(7-hydroxy-1-methyl-1H-pyrrolo[2,3-c]pyridin-3-yl)-1H-benzo[d]imidazol-4-yl)methanesulfonamide FC1=CC=C(CN2C(=NC3=C2C=CC=C3NS(=O)(=O)C)C3=CN(C2=C(N=CC=C23)O)C)C=C1